(2S)-2-amino-3-(1H-indol-3-yl)succinic acid N[C@H](C(=O)O)C(C(=O)O)C1=CNC2=CC=CC=C12